(4-cyclopropyl-2-methoxy-3-pyridyl)boronic acid C1(CC1)C1=C(C(=NC=C1)OC)B(O)O